(2-methyl-3-(trifluoromethyl)phenyl)boronic acid CC1=C(C=CC=C1C(F)(F)F)B(O)O